7-benzyl 5-(tert-butyl) (S or R)-2-(4-bromophenyl)-3,4,5a,6,8,9-hexahydro-2H-1,2,5,7-tetraazabenzo[cd]azulene-5,7-dicarboxylate BrC1=CC=C(C=C1)N1N=C2CCN(C[C@@H]3C2=C1CCN3C(=O)OC(C)(C)C)C(=O)OCC3=CC=CC=C3 |o1:14|